tert-butyl 4-[3-[[4-[(6-chloro-8-isopropyl-7-oxo-pyrido[2,3-d]pyrimidin-2-yl)amino]-3-methyl-phenyl]sulfonylamino]propyl]piperazine-1-carboxylate ClC1=CC2=C(N=C(N=C2)NC2=C(C=C(C=C2)S(=O)(=O)NCCCN2CCN(CC2)C(=O)OC(C)(C)C)C)N(C1=O)C(C)C